4-(2-{4-[1-(3,4-dimethylphenyl)-8-methyl-1H-pyrazolo[4,3-c]quinolin-3-yl]-2-methoxyphenoxy}ethyl)morpholine CC=1C=C(C=CC1C)N1N=C(C=2C=NC=3C=CC(=CC3C21)C)C2=CC(=C(OCCN1CCOCC1)C=C2)OC